FC=1C=NC=CC1C=1C=NC(=CC1CO)[N+](=O)[O-] (3'-fluoro-6-nitro-[3,4'-bipyridyl]-4-yl)methanol